C(C)C1=NC2=C(N1CCOCCCl)C=CC=C2 2-ethyl-1-(2-(2-chloroethoxy)ethyl)-1H-benzimidazole